1-benzyl-4-bromopyridin-2(1H)-one C(C1=CC=CC=C1)N1C(C=C(C=C1)Br)=O